2-ethylhexyl-4-hydroxybenzoate C(C)C(COC(C1=CC=C(C=C1)O)=O)CCCC